FC=1C=CC=C2C=CNC12 L-7-fluoroindole